(4-amino-3-chloro-2-fluorophenoxy)-7-methoxyquinoline-6-formamide NC1=C(C(=C(OC2=NC3=CC(=C(C=C3C=C2)C(=O)N)OC)C=C1)F)Cl